di-tert-butylsulfide C(C)(C)(C)SC(C)(C)C